NC1=NC=C(C2=C1N=C(N=C2)C=2C=C(C=CC2)C#C[C@]2(C(N(CC2)C)=O)O)CN2CCCCC2 (R)-3-[2-[3-[8-amino-5-(1-piperidinylmethyl)pyrido[3,4-d]pyrimidin-2-yl]phenyl]ethynyl]-3-hydroxy-1-methyl-pyrrolidin-2-one